(E)-2-(2-(aminomethyl)-3-fluoroallyl)-5-(cyclopropylmethyl)-2,5,6,7-tetrahydro-4H-pyrazolo[4,3-c]pyridin-4-one hydrochloride Cl.NC/C(/CN1N=C2C(C(N(CC2)CC2CC2)=O)=C1)=C\F